C1(CCCCC1)NC(CNC(=O)C1=CC=C(C=C1)C1=CC=C(C=C1)CC)=O N-[2-(cyclohexylamino)-2-oxoethyl]-4'-ethylbiphenyl-4-carboxamide